C(C=C)(=O)NC1=C(C(=CC=C1)CO)B(O)O acrylamido-6-hydroxymethylphenyl-boronic acid